p-hydroxy-phenyl-acrylamide OC1=CC=C(C=C1)C(C(=O)N)=C